ClP(=O)(Cl)C1=CC=2C(C3=CC=CC=C3C2C=C1)(C)C 2-(dichlorophosphoryl)-9,9-dimethylfluorene